O=C1NC(CCC1N1C(C2=CC=C(C=C2C1)NC(=O)C1=CC2=C(N=C(S2)O)C=C1)=O)=O N-[2-(2,6-dioxopiperidin-3-yl)-1-oxo-3H-isoindol-5-yl]-2-hydroxy-1,3-benzothiazole-6-carboxamide